1-(2-Aminoethyl)-1-(2-ammonioethyl)-3-oxo-2-triazanolate NCCN(N(N=O)[O-])CC[NH3+]